1-[4-(1H-1,3-Benzodiazol-1-yl)phenyl]-3-(3-hydroxyphenyl)prop-2-en-1-one N1(C=NC2=C1C=CC=C2)C2=CC=C(C=C2)C(C=CC2=CC(=CC=C2)O)=O